C1=NN2C=3C(NCCOC13)=NC(=C2)C(=O)O 7,8-dihydro-6H-9-oxa-2,2a,5,6-tetraazabenzo[cd]azulene-4-carboxylic acid